ClC1=C(C=CC=C1Cl)C1=CC=C(C=C1)C(=O)NC1=CC(=C(C=C1)O)NS(=O)(=O)C 2',3'-dichloro-N-(4-hydroxy-3-(methylsulfonylamino)phenyl)-[1,1'-biphenyl]-4-carboxamide